BrC=1C=C2C=C(N=CC2=CC1)NC(=O)C1(CCN(CC1)CC(C)C)F N-(6-bromo-3-isoquinolinyl)-4-fluoro-1-isobutyl-piperidine-4-carboxamide